CC1=C(SC(=N1)[C@@](C)(CO)O)C2=CC(=C(N=C2)N)O[C@H](C)C3=C(C=CC(=C3)F)N4N=CC=N4 (2R)-2-[5-[6-amino-5-[(1R)-1-[5-fluoro-2-(triazol-2-yl)phenyl]ethoxy]pyridin-3-yl]-4-methyl-1,3-thiazol-2-yl]propane-1,2-diol